O=C1NC(CCC1N1C(C2=CC=CC(=C2C1=O)F)=O)=O 2-(2,6-dioxohexahydropyridin-3-yl)-4-fluoroisoindole-1,3-dione